C(CS)N=C(N)N.C(CS)N=C(N)N.OS(=O)(=O)O (2-mercaptoethyl)-guanidine sulfate